methyl 3-bromo-6-hydroxypyridine-2-carboxylate BrC=1C(=NC(=CC1)O)C(=O)OC